O.[Na].[Cl-].P(=O)(O)(O)OCC[N+](C)(C)C phosphocholine chloride sodium hydrate